OC(CCC)CCCCCC 4-hydroxydecane